1-((1H-Imidazol-4-yl)methyl)-4-(dimethylamino)-7-(trifluoromethyl)quinazolin-2(1H)-one N1C=NC(=C1)CN1C(N=C(C2=CC=C(C=C12)C(F)(F)F)N(C)C)=O